C1(CCCC1)(CO)CO 1,1-Cyclopentanedimethanol